(S,E)-1-((6-Chloro-1-((6-fluoro-7-isobutyl-1H-pyrrolo[3,2-b]pyridin-2-yl)methyl)-2-oxo-1,2-dihydropyridin-3-yl)amino)-7-(dimethylamino)-1,7-dioxohept-5-en-2-yl-dimethylcarbamat ClC1=CC=C(C(N1CC1=CC2=NC=C(C(=C2N1)CC(C)C)F)=O)NC([C@@H](CC\C=C\C(=O)N(C)C)CN(C([O-])=O)C)=O